ClC1=CC=C(N=N1)N1[C@H]([C@H](CC1)NS(=O)(=O)CC)CC=1C=C(C=CC1)C1=CC(=CC(=C1)F)F N-{(2S,3S)-1-(6-chloropyridazin-3-yl)-2-[(3',5'-difluoro[1,1'-biphenyl]-3-yl)methyl]pyrrolidin-3-yl}ethanesulfonamide